1-(3-chloro-5-methoxyphenyl)-3-[2-(2-hydroxyethyl)phenyl]urea ClC=1C=C(C=C(C1)OC)NC(=O)NC1=C(C=CC=C1)CCO